(7,7-dimethyl-8-oxo-8-undecoxy-octyl) (2S,4S)-4-[3-(dimethylamino) propanoyloxy]-1-[8-(1-hexylnonoxy)-7,7-dimethyl-8-oxo-octyl]pyrrolidine-2-carboxylate CN(CCC(=O)O[C@H]1C[C@H](N(C1)CCCCCCC(C(=O)OC(CCCCCCCC)CCCCCC)(C)C)C(=O)OCCCCCCC(C(OCCCCCCCCCCC)=O)(C)C)C